7-oxa-2-azaspiro[4.5]decane C1NCCC12COCCC2